(1R,2S,5S)-3-(2-amino-3-ethoxy-3-methylbutanoyl)-6,6-dimethyl-3-azabicyclo[3.1.0]hexane-2-carboxylic acid NC(C(=O)N1[C@@H]([C@H]2C([C@H]2C1)(C)C)C(=O)O)C(C)(C)OCC